C(C=C)(=O)N1C[C@@H](CCC1)N1C(C(=CC2=C1N=C(N=C2)NC=2C=NN(C2)C)OC2=C(C=C(C=C2)F)F)=O (R)-8-(1-acryloylpiperidin-3-yl)-6-(2,4-difluorophenoxy)-2-((1-methyl-1H-pyrazol-4-yl)amino)pyrido[2,3-d]pyrimidin-7(8H)-one